(S)-5-((2-(4-((3-chloro-5-(1-cyanoethyl)benzyl)amino)butoxy)ethyl)amino)benzo[c][2,6]naphthyridine-8-carboxamide ClC=1C=C(CNCCCCOCCNC2=NC3=C(C4=CN=CC=C24)C=CC(=C3)C(=O)N)C=C(C1)[C@H](C)C#N